FC(OC1=CC=C(C=C1)C=1C=C2CCCC(C2=CC1)NC(O[C@@H]1CN2CCC1CC2)=O)F (S)-quinuclidin-3-yl (6-(4-(difluoromethoxy)phenyl)-1,2,3,4-tetrahydronaphthalen-1-yl)carbamate